(R)-N1-(5-carbamoylpyridin-3-yl)-N2-(2,3-dihydro-1H-inden-1-yl)-N2-((5-(trifluoromethyl)pyridin-2-yl)methyl)oxalamide C(N)(=O)C=1C=C(C=NC1)NC(C(=O)N(CC1=NC=C(C=C1)C(F)(F)F)[C@@H]1CCC2=CC=CC=C12)=O